CN(CCO)C(C)C N-methyl-N-isopropylethanolamine